methyl 3-(chlorosulfonyl)-4-cyclopropylbenzoate ClS(=O)(=O)C=1C=C(C(=O)OC)C=CC1C1CC1